1-(4-(difluoromethoxy)phenyl)-3-ethyl-5-methyl-1H-pyrazole-4-carboxylic acid FC(OC1=CC=C(C=C1)N1N=C(C(=C1C)C(=O)O)CC)F